N1N=NC2=C1C=C(C=C2)N2C(NC(CC2)=O)=O 1-(1H-Benzo[d][1,2,3]triazol-6-yl)dihydropyrimidine-2,4(1H,3H)-dione